C(C1=CC=CC=C1)OC1=C2C(=C(N=C1C(=O)OC)NC(=O)NC(=O)OCC)OC=C2 methyl 4-(benzyloxy)-7-(3-(ethoxycarbonyl)ureido)furo[2,3-c]pyridine-5-carboxylate